(1-(2-(((1r,3r,5r,7r)-2-methyladamantan-2-yl)oxy)-2-oxoethyl)hexahydrothiopyrylium) chloride [Cl-].CC1(C2CC3CC(CC1C3)C2)OC(CS[O+]2CCCCC2)=O